CC1=NNC2=CC=C(C=C12)NC(=O)C1=CC2=C(NC=N2)C=C1 N-(3-methyl-1H-indazol-5-yl)-1H-benzo[d]imidazole-5-carboxamide